O1CCN(CC1)C1=CC=C(S1)\C=C\1/C(=NOC1=O)C1=CC=CC=C1 (E)-4-((5-morpholinothiophen-2-yl)methylene)-3-phenylisoxazol-5(4H)-one